O=C1N(CC2=CC(=CC=C12)OC[C@@H]1NCCCC1)C1CNCCC1 3-(1-oxo-5-(((R)-piperidin-2-yl)methoxy)isoindolin-2-yl)piperidine